CC(C)C=CCC(C=C)C 2,6-dimethyl-3,7-octadien